CC1=NC=C(C=C1NC(=O)C=1C=NN2C1SC(=C2)C=2C(=NN(C2C)C)C)C(NCCN2CCCC2)=O N-(2-methyl-5-((2-(pyrrolidin-1-yl)ethyl)carbamoyl)pyridin-3-yl)-2-(1,3,5-trimethyl-1H-pyrazol-4-yl)pyrazolo[5,1-b]thiazole-7-carboxamide